ClC1=NC=C(C(=C1)C1=C(C=NC(=C1)C)C(=O)NC=1SC2=C(N1)CN(C2)C(=O)C2=C(N=NC=C2)C)OC 2'-chloro-5'-methoxy-6-methyl-N-(5-(3-methyl-pyridazine-4-carbonyl)-5,6-dihydro-4H-pyrrolo[3,4-d]thiazol-2-yl)-[4,4'-bipyridine]-3-carboxamide